NC1=NC=CC(=C1)C1=NC(=CC(=N1)C1S(CCC1)(=N)=O)N1[C@@H](COCC1)C 2-(2-(2-aminopyridin-4-yl)-6-((R)-3-methylmorpholino)-pyrimidin-4-yl)-1-iminotetrahydro-1H-1λ6-thiophene 1-oxide